5-[(1R,5S)-3,6-diazabicyclo[3.2.0]heptan-6-yl]-N-(8-methoxy-2-methyl-imidazo[1,2-a]pyridin-6-yl)furo[3,2-b]pyridine-2-carboxamide [C@@H]12CNC[C@H]2N(C1)C1=CC=C2C(=N1)C=C(O2)C(=O)NC=2C=C(C=1N(C2)C=C(N1)C)OC